CCC(COC1=C(C=O)C=CC(=C1)N(CCC)CCC)CCCC 2-(2-ethyl)hexyloxy-4-dipropylaminobenzaldehyde